[Si](C)(C)(C(C)(C)C)OCCSC=1N=NC(=CC1NC1=CC(=NC=C1)NC(CN1C2CN(C(C1)C2)C)=O)C2=C(C=CC(=C2)Cl)F N-(4-{[3-({2-[(tert-butyldimethylsilyl)oxy]ethyl}sulfanyl)-6-(5-chloro-2-fluorophenyl)pyridazin-4-yl]amino}pyridin-2-yl)-2-{5-methyl-2,5-diazabicyclo[2.2.1]heptan-2-yl}acetamide